ClC1=C(C=C(C=C1OC)OC)C1=CC2=C(N=C(N=C2)NC2=CC=C(C=C2)N2C[C@H]3COCCN3CC2)N2C1=NN=C2 (S)-6-(2-chloro-3,5-dimethoxyphenyl)-N-(4-(hexahydropyrazino[2,1-c][1,4]oxazin-8(1H)-yl)phenyl)-[1,2,4]triazolo[4',3':1,6]pyrido[2,3-d]pyrimidin-2-amine